C[SiH](C)[N-][SiH](C)C bis(dimethylsilyl)amide